ClC=1C=C(C=C(C1)Cl)C1=NC(=CC(=C1)CN1CCC(CC1)CCS(=O)(=O)N)OC=1C=NC(=NC1)N1CCN(CC1)C 2-(1-((2-(3,5-dichlorophenyl)-6-((2-(4-methylpiperazin-1-yl)pyrimidin-5-yl)oxy)pyridin-4-yl)methyl)piperidin-4-yl)ethanesulfonamide